C1(CCCC1)OC1=NC=CC=C1C=1C=NN2C1N=C(C(=C2)F)N2CCNCC2 3-[2-(cyclopentoxy)-3-pyridyl]-6-fluoro-5-piperazin-1-yl-pyrazolo[1,5-a]pyrimidine